6-{2-hydroxy-1-[(3S)-3-methylpiperidin-1-yl]ethyl}-2-{3-[(1r,3s)-3-methyl-1-(4-methyl-1,2,4-triazol-3-yl)cyclobutyl]phenyl}-4-(trifluoromethyl)-3H-isoindol-1-one OCC(N1C[C@H](CCC1)C)C1=CC(=C2CN(C(C2=C1)=O)C1=CC(=CC=C1)C1(CC(C1)C)C1=NN=CN1C)C(F)(F)F